1-(3,4-dichlorophenyl)-5-phenyl-3-[2-(pyrrolidin-1-yl)ethoxy]-1H-pyrazole hydrochloride Cl.ClC=1C=C(C=CC1Cl)N1N=C(C=C1C1=CC=CC=C1)OCCN1CCCC1